5-bromo-3-fluoro-2-nitrobenzoic acid BrC=1C=C(C(=C(C(=O)O)C1)[N+](=O)[O-])F